ClC1=CC2=C(S1)C1(CC(N(CC1)CC=1C=NN(C1)CCS(=O)(=O)C)C)OCC2N 2-chloro-2'-methyl-1'-[[1-(2-methylsulfonylethyl)pyrazol-4-yl]methyl]spiro[4,5-dihydrothieno[2,3-c]pyran-7,4'-piperidine]-4-amine